(E)-2-hydroxy-5-((1-(piperidin-1-yl)-1,6-dihydroimidazo[4,5-d]pyrrolo[2,3-b]pyridin-2-yl)diazenyl)benzoic acid OC1=C(C(=O)O)C=C(C=C1)\N=N\C1=NC=2C(=C3C(=NC2)NC=C3)N1N1CCCCC1